BrC(C(=O)OCC)CCBr ethyl 2,4-dibromobutanoate